tert-butyl-4-(6-fluoro-7-(2-fluoro-4-(3-(2-methoxyethyl)ureido)phenyl)-1-(2-isopropyl-6-methylphenyl)-2-oxo-1,2-dihydropyrido[2,3-d]pyrimidin-4-yl)-3-methylpiperazine-1-carboxylic acid C(C)(C)(C)C1N(CCN(C1C)C=1C2=C(N(C(N1)=O)C1=C(C=CC=C1C)C(C)C)N=C(C(=C2)F)C2=C(C=C(C=C2)NC(=O)NCCOC)F)C(=O)O